OCN1N=CC(=CC1=O)NC(C1=CC=C(C=C1)C(F)(F)F)=O N-(1-(hydroxymethyl)-6-oxo-1,6-dihydropyridazin-4-yl)-4-(trifluoromethyl)benzamide